O1CCCC1 (2S)-oxolane